BrC1=CC(=C2C(NC(=NC2=C1)C)=O)F 7-bromo-5-fluoro-2-methylquinazolin-4(3H)-one